FC=1C=C(C=CC1C1=CC(=C(C(=C1)F)F)F)C1(CCC(CC1)C1OCC(CO1)CCC)O 1-[3-fluoro-4-(3,4,5-trifluorophenyl)phenyl]-4-(5-propyl-1,3-dioxan-2-yl)cyclohexanol